(3S,10R,13S)-17-(4-nitro-1H-imidazol-1-yl)-10,13-dimethyl-2,3,4,7,8,9,10,11,12,13,14,15-dodecahydro-1H-cyclopenta[a]phenanthren-3-yl methanesulfonate CS(=O)(=O)O[C@H]1CC[C@@]2(C3CC[C@@]4(C(=CCC4C3CC=C2C1)N1C=NC(=C1)[N+](=O)[O-])C)C